C(C#CC)N1C=NC=2N(C(N(C(C12)=O)CC1=NC2=CC=CC=C2C(=N1)C)=O)C 7-(2-butynyl)-3,7-dihydro-3-methyl-1-[(4-methyl-2-quinazolinyl)methyl]-1H-purine-2,6-dione